FC(C(C(C(C(C(C(C(C(C(C(F)(F)F)(F)F)(F)F)(F)F)(F)F)(F)F)(F)F)(F)F)(F)F)(F)F)(S(=O)(=O)[O-])F perfluoroundecyl-sulfonate